20-amino-14,14-dimethyl-6,18-bis(trifluoromethyl)-22-oxa-3,4,16,21-tetraazatetracyclo[15.3.1.12,5.012,16]Docosa-1(21),2,4,17,19-pentaen-6-ol NC1=CC(=C2N3CC(CC3CCCCCC(C3=NN=C(C1=N2)O3)(O)C(F)(F)F)(C)C)C(F)(F)F